C(OC1C(C2(CCC1)OC1(OO2)C2CCC(C1)C2)CNC(C)=O)(OC2=CC=C(C=C2)[N+](=O)[O-])=O ((acetamidooxy)methyl)dispiro[bicyclo[2.2.1]heptane-2,3'-[1,2,4]trioxolane-5',1''-cyclohexan]-3''-yl (4-nitrophenyl) carbonate